methyl 3-((4-(2-(2-aminopyridin-3-yl)-5-phenyl-3H-imidazo[4,5-b]pyridin-3-yl)benzyl)carbamoyl)-2-fluorobenzoate NC1=NC=CC=C1C1=NC=2C(=NC(=CC2)C2=CC=CC=C2)N1C1=CC=C(CNC(=O)C=2C(=C(C(=O)OC)C=CC2)F)C=C1